4-(4-methyl-3-pentenyl)-2(5H)-furanone CC(=CCCC1=CC(OC1)=O)C